C(C)N1C(C(=CC(=C1NC)[N+](=O)[O-])C(F)(F)F)=O 1-ethyl-6-(methylamino)-5-nitro-3-(trifluoromethyl)-1,2-dihydropyridin-2-one